(1R,2S,5S)-N-{(2S)-4-(2,4-difluorophenoxy)-3-oxo-1-[(3S)-2-oxopyrrolidin-3-yl]butan-2-yl}-3-[N-(methanesulfonyl)-3-methyl-L-valyl]-6,6-dimethyl-3-azabicyclo[3.1.0]hexane-2-carboxamide FC1=C(OCC([C@H](C[C@H]2C(NCC2)=O)NC(=O)[C@@H]2[C@H]3C([C@H]3CN2C([C@@H](NS(=O)(=O)C)C(C)(C)C)=O)(C)C)=O)C=CC(=C1)F